lead-antimony oxide [Sb]=O.[Pb]